BrC=1SC=C(N1)CC1N(CCC1=O)C(=O)OC(C)(C)C tert-butyl 2-((2-bromo-1,3-thiazol-4-yl) methyl)-3-oxopyrrolidine-1-carboxylate